4-fluoro-5-(1-(4-hydroxybenzyl)-3-(1-methyl-4-nitro-1H-pyrazol-5-yl)-4,5,6,7-tetrahydro-1H-indazol-6-yl)benzene-1,3-diol FC1=C(C=C(C=C1C1CCC=2C(=NN(C2C1)CC1=CC=C(C=C1)O)C1=C(C=NN1C)[N+](=O)[O-])O)O